O[C@@]12[C@H](OC=3C=NC=C(C31)OC)[C@@H]([C@H]([C@H]2O)S(=O)(=O)C2=NC=CC=C2)C2=CC=CC=C2 (4bS,5S,6R,7S,7aR)-4b,5-dihydroxy-4-methoxy-7-phenyl-6-(pyridin-2-ylsulfonyl)-4b,5,6,7-tetrahydro-7aH-cyclopenta[4,5]furo[2,3-c]pyridin